ClC1=NC(=NC(=N1)C1=C2C3=CC=CC=C3C=3C=CC=CC3C2=CC=C1)C1=CC=2C3=CC=CC=C3C3=CC=CC=C3C2C=C1 2-chloro-4-(triphenylen-9-yl)-6-(triphenylen-2-yl)-1,3,5-triazine